N1CCC(CC1)NC(OC(C)(C)C)=O t-butyl (piperidin-4-yl)carbamate